4-azido-7-bromo-1-methylisochromane N(=[N+]=[N-])C1COC(C2=CC(=CC=C12)Br)C